OC=1C(C=CC=CC1)=O 2-Hydroxycyclohepta-2,4,6-trienone